1-benzyl 3-(tert-butyl) 2-allyl-2-undecylmalonate C(C=C)C(C(=O)OCC1=CC=CC=C1)(C(=O)OC(C)(C)C)CCCCCCCCCCC